8-(4-(dimethylamino)-2-ethoxyphenyl)-[1,3]dioxolo[4,5-g]quinolin-6(5H)-one CN(C1=CC(=C(C=C1)C1=CC(NC=2C=C3C(=CC12)OCO3)=O)OCC)C